FC1=CC=C(C=C1C1=CC=C(C=C1)C)C(C)=O 1-(6-fluoro-4'-methyl-[1,1'-biphenyl]-3-yl)ethan-1-one